CC(C(=O)NC1=NC2=CC=C(C=C2C(N1)=O)CBr)(C)C 2-(trimethylacetamido)-6-bromomethyl-4-oxoquinazoline